BrCC(=O)C=1N=C(SC1C)C 2-bromo-1-(2,5-dimethylthiazol-4-yl)ethan-1-one